2,5-dihydro-4H-[1,2,3]triazolo[4,5-c]pyridin-4-one N=1NN=C2C(NC=CC21)=O